CC(CC(=O)[O-])(C=O)C 3,3-dimethyl-4-oxobutyrate